N,N-bisaminopropylpropylpropylamine NCCCN(CCCN)C(CC)CCC